[Si](C1=CC=CC=C1)(C1=CC=CC=C1)(C(C)(C)C)OCC1=C[C@H]([C@H]2[C@@H]1OC(O2)(C)C)N2C=CC1=C2N=C(N=C1Cl)C 7-((3aS,4R,6aR)-6-(((tert-butyldiphenylsilyl)oxy)methyl)-2,2-dimethyl-3a,6a-dihydro-4H-cyclopenta[d][1,3]dioxol-4-yl)-4-chloro-2-methyl-7H-pyrrolo[2,3-d]pyrimidine